tert-butyl (R)-(1-(6-(3-((4-oxo-4H-pyrido[1,2-a]pyrimidin-2-yl)carbamoyl)oxetan-3-yl)pyridin-3-yl)piperidin-3-yl)carbamate O=C1C=C(N=C2N1C=CC=C2)NC(=O)C2(COC2)C2=CC=C(C=N2)N2C[C@@H](CCC2)NC(OC(C)(C)C)=O